FC=1C=CC(=C(C1)C1=C(C=CC=C1)C(C)C)OC=1C(=NC=NC1)N([C@H]1C[C@H](C[C@H]1O)NC(OCC1=CC=CC=C1)=O)C benzyl {(1R,3S,4R)-3-[(5-{[5-fluoro-2'-(propan-2-yl)[1,1'-biphenyl]-2-yl]oxy}pyrimidin-4-yl)(methyl)amino]-4-hydroxycyclopentyl}carbamate